(cis)-3-((4-(2-(ethoxymethoxy)-4-(trifluoromethyl)phenyl)phthalazin-1-yl)amino)-1-methylcyclobutan-1-ol C(C)OCOC1=C(C=CC(=C1)C(F)(F)F)C1=NN=C(C2=CC=CC=C12)NC1CC(C1)(O)C